NC1=C(C=2C(=NC(=C(N2)C)C)N1C1=C(C(=CC=C1C)O)C)C(=O)N1CC=2N(CC1)N=CN2 (6-amino-5-(3-hydroxy-2,6-dimethylphenyl)-2,3-dimethyl-5H-pyrrolo[2,3-b]pyrazin-7-yl)(5,6-dihydro-[1,2,4]triazolo[1,5-a]pyrazin-7(8H)-yl)methanone